5-hydroxy-2,8-dimethylphthalazin-1(2H)-one OC1=C2C=NN(C(C2=C(C=C1)C)=O)C